BrC1=CC=C(C=C1)C1(CC(C1)F)C#N 1-(4-bromophenyl)-3-fluorocyclobutanecarbonitrile